C(C)(C)(C)OC(=O)N1[C@@H](CCC1)C=1C=C(C=C2CCN(CC12)S(=O)(=O)C1CC1)C=1C=C2C(=NC1)NC=C2C (S)-2-(2-(cyclopropylsulfonyl)-6-(3-methyl-1H-pyrrolo[2,3-b]pyridin-5-yl)-1,2,3,4-tetrahydroisoquinolin-8-yl)pyrrolidine-1-carboxylic acid tert-butyl ester